The molecule is a glucotetrose consisting of alpha-maltotriose with a further alpha-D-glucose unit linked to O-6 of the glucose residue at the non-reducing end. It derives from an alpha-maltotriose. C([C@@H]1[C@H]([C@@H]([C@H]([C@H](O1)OC[C@@H]2[C@H]([C@@H]([C@H]([C@H](O2)O[C@@H]3[C@H](O[C@@H]([C@@H]([C@H]3O)O)O[C@@H]4[C@H](O[C@@H]([C@@H]([C@H]4O)O)O)CO)CO)O)O)O)O)O)O)O